1-(6-chloro-1,3-dihydro-2H-pyrrolo[3,4-c]pyridin-2-yl)ethanone ClC1=CC2=C(C=N1)CN(C2)C(C)=O